2-amino-4-(2-chlorophenyl)-N-(4-(trifluoromethyl)pyridin-2-yl)thiazole-5-carboxamide NC=1SC(=C(N1)C1=C(C=CC=C1)Cl)C(=O)NC1=NC=CC(=C1)C(F)(F)F